C(C)N1N=NC(=C1)CO[C@@H](C(C(=O)O)(C)C)C1=CC(=C(C=C1)C)CN1S(C2=C(C[C@@H](C1)C)C=CN=C2)(=O)=O (3R)-((1-ethyl-1H-1,2,3-triazol-4-yl)methoxy)-2,2-dimethyl-3-(4-methyl-3-(((S)-4-methyl-1,1-dioxido-4,5-dihydropyrido[4,3-f][1,2]thiazepin-2(3H)-yl)methyl)phenyl)propanoic acid